ClC1=CC=C(C=C1)\C(=C(/CO)\C)\C (Z)-3-(4-chlorophenyl)-2-methylbut-2-en-1-ol